5-hydroxypyridin-3-ylboronic acid OC=1C=C(C=NC1)B(O)O